tert-Butyl (3R,5S)-5-methylpiperidin-3-ylcarbamate C[C@H]1C[C@H](CNC1)NC(OC(C)(C)C)=O